N-(2,6-difluoro-4-(2-(((3S,5S)-5-fluoropiperidin-3-yl)amino)-8-isopropyl-7-oxo-7,8-dihydropyrido[2,3-d]pyrimidin-6-yl)phenyl)-1-phenylmethanesulfonamide FC1=C(C(=CC(=C1)C1=CC2=C(N=C(N=C2)N[C@@H]2CNC[C@H](C2)F)N(C1=O)C(C)C)F)NS(=O)(=O)CC1=CC=CC=C1